alpha-methyltyrosine C[C@](N)(CC1=CC=C(C=C1)O)C(=O)O